2,6-bis(1H-pyrazol-1-yl)isonicotinic acid N1(N=CC=C1)C=1C=C(C(=O)O)C=C(N1)N1N=CC=C1